(1-(2-(((1H-pyrrolo[3,2-c]pyridin-2-yl)methyl)amino)-2-oxoethyl)-2-methyl-6-oxo-1,6-dihydropyrimidin-5-yl)-2-phenyloxazole-4-carboxamide N1C(=CC=2C=NC=CC21)CNC(CN2C(=NC=C(C2=O)C2=C(N=C(O2)C2=CC=CC=C2)C(=O)N)C)=O